N1=CC(=CC=C1)C=1C=C2CCC(CC2=CC1)O 6-Pyridin-3-yl-1,2,3,4-tetrahydronaphthalen-2-ol